4-allyl-6-fluorocatechol di-n-octanoate C(CCCCCCC)(=O)OC=1C(OC(CCCCCCC)=O)=CC(=CC1F)CC=C